C1(=CC=C(C=C1)C1=CC=C(C=N1)C(=O)NS(=O)(=O)C1=NNC=C1)C 6-(p-tolyl)-N-(1H-pyrazol-3-ylsulfonyl)pyridine-3-carboxamide